N[C@@H]([C@H](C)CC)C(=O)O Z-alloisoleucine